((4-bromopyridin-2-yl)amino)cyclohex-2-en-1-one BrC1=CC(=NC=C1)NC=1C(CCCC1)=O